C(C1=CC=CC=C1)(=O)[C@@]12[C@@](N(C=3C=CC=CC13)C(CC)=O)(C[C@@H]2C2=NC=CC=C2)C 1-((1S,2aS,7bR)-7b-benzoyl-2a-methyl-1-(pyridin-2-yl)-1,2,2a,7b-tetrahydro-3H-cyclobuta[b]indol-3-yl)propan-1-one